F[B-](F)(F)F.[Pd+2].F[B-](F)(F)F palladium tetrafluoroborate salt